hydroxyethyl-imidazolidone OCCN1C(NCC1)=O